C(C)(C)(C)OC(CC(=O)O)=O.CN1C=C(C=C(C1=O)C)C1=CC(=C(C=C1)NC(=O)C1OCCCC1)NCCC(F)(F)F N-(4-(1,5-dimethyl-6-oxo-1,6-dihydropyridin-3-yl)-2-(3,3,3-trifluoroprop-1-ylamino)phenyl)tetrahydropyran-2-carboxamide 3-(tert-butoxy)-3-oxopropionate